C(C)(C)ON1N=CC=C1C N-isopropoxy-5-methylpyrazol